(R)-6-fluoro-10-isopropyl-2-methyl-7-(6-(3-(piperidin-1-yl)propoxy)pyridin-3-yl)-9,10-dihydro-8-oxa-2,4,10a-triazanaphtho[2,1,8-cde]Azulene-1(2H)-one FC=1C=C2N=CC=3N(C(N4[C@@H](COC(=C2C34)C1C=1C=NC(=CC1)OCCCN1CCCCC1)C(C)C)=O)C